isopropyl 6-((tert-butoxycarbonyl)amino)-4-isopropoxynicotinate C(C)(C)(C)OC(=O)NC1=NC=C(C(=O)OC(C)C)C(=C1)OC(C)C